(E)-3-(3,4-dimethoxy-phenyl)-N-phenyl-N-thiazol-2-yl-prop-2-enamide COC=1C=C(C=CC1OC)/C=C/C(=O)N(C=1SC=CN1)C1=CC=CC=C1